(2S,3S)-3-((2-bromo-5-fluoro-6-(2-thienyl)pyrimidin-4-yl)amino)bicyclo[2.2.2]Octane-2-carboxylic acid BrC1=NC(=C(C(=N1)N[C@@H]1[C@H](C2CCC1CC2)C(=O)O)F)C=2SC=CC2